C1(=CC=CC=C1)C1=NC(=NC(=N1)C1=CC=C(C=C1)C=1C=NC=CC1)C=1C=C(C=CC1)B(O)O (3-(4-phenyl-6-(4-(pyridin-3-yl)phenyl)-1,3,5-triazin-2-yl)phenyl)boronic acid